tert-butyl 4-(((trifluoromethyl)sulfonyl)oxy)-2,3,6,7-tetrahydro-1H-azepine-1-carboxylate FC(S(=O)(=O)OC=1CCN(CCC1)C(=O)OC(C)(C)C)(F)F